FC1=CC=C(C=C1)/C=C/C(=O)C1=C(C=C(OCC=2N=NN(C2)[C@@H]2C[C@@H]3[C@H]4CCCN5CCC[C@@H](CN3C(C2)=O)[C@@H]45)C=C1)O (1R,2R,4R,9S,17S)-4-[4-[[4-[(E)-3-(4-Fluorophenyl)prop-2-enoyl]-3-hydroxyphenoxy]methyl]triazol-1-yl]-7,13-diazatetracyclo[7.7.1.02,7.013,17]heptadecan-6-one